FC1=CC=C(C=C1)C12CC(C1)(C2)C2CN(C2)C(=O)N2C[C@H](CC2)C2=NC=NN2 [3-[3-(4-fluorophenyl)-1-bicyclo[1.1.1]pentanyl]azetidin-1-yl]-[(3S)-3-(1H-1,2,4-triazol-5-yl)pyrrolidin-1-yl]methanone